tert-butyl 2-((1-(((R)-3-fluoropyrrolidin-1-yl)methyl)cyclopropyl)methoxy)-4-((R)-3-hydroxy-3-methylpiperidin-1-yl)-5,7-dihydro-6H-pyrrolo[3,4-d]pyrimidine-6-carboxylate F[C@H]1CN(CC1)CC1(CC1)COC=1N=C(C2=C(N1)CN(C2)C(=O)OC(C)(C)C)N2C[C@](CCC2)(C)O